(2R,4S)-4-[4-amino-3-iodopyrazolo[3,4-d]pyrimidin-1-yl]-2-(methoxymethyl)pyrrolidine-1-carboxylic acid tert-butyl ester C(C)(C)(C)OC(=O)N1[C@H](C[C@@H](C1)N1N=C(C=2C1=NC=NC2N)I)COC